FC1=C(C=CC=C1)NC(CN1CC2=C(CC1)SC(=C2)C2=NOC(=N2)C(F)(F)F)=O N-(2-fluorophenyl)-2-(2-(5-(trifluoromethyl)-1,2,4-oxadiazol-3-yl)-6,7-dihydrothieno[3,2-c]pyridin-5(4H)-yl)acetamide